5-(5-(3,5-dichloro-4-fluorophenyl)-5-(trifluoromethyl)-4,5-dihydroisoxazol-3-yl)-N-methoxy-5,6-dihydro-4H-thieno[2,3-c]pyrrole-2-carboxamide ClC=1C=C(C=C(C1F)Cl)C1(CC(=NO1)N1CC2=C(C1)C=C(S2)C(=O)NOC)C(F)(F)F